C(CCCCC(=O)O)(=O)O.C1(=CC(=CC=C1)N)N m-phenylenediamine adipate salt